(8R)-8,9-dihydro-1,5,8-trimethyl-naphtho[2,1-b]furan-6(7H)-one CC=1C2=C(OC1)C=C(C=1C(C[C@@H](CC12)C)=O)C